O1COC2=C1C=CC(=C2)CC[C@@H]2CN(CC[C@H]2C2=CC=C(C=C2)F)C(=O)OC(C)(C)C tert-butyl (3S,4R)-3-(2-(benzo[d][1,3]dioxol-5-yl)ethyl)-4-(4-fluorophenyl)piperidine-1-carboxylate